cis-2,5,8-trimethyl-2,3,4,4a,5,9b-hexahydro-1H-pyrido[4,3-b]indole CN1C[C@H]2[C@H](N(C=3C=CC(=CC23)C)C)CC1